methyl-3-oxo-3-phenylpropanoate COC(CC(C1=CC=CC=C1)=O)=O